(2S,5R)-N-[(2R,4S)-4-Aminomethyl-pyrrolidin-2-yl]methyloxy-7-oxo-6-(sulfooxy)-1,6-diazabicyclo[3.2.1]octane-2-carboxamide trifluoroacetate salt FC(C(=O)O)(F)F.NC[C@@H]1C[C@@H](NC1)CONC(=O)[C@H]1N2C(N([C@H](CC1)C2)OS(=O)(=O)O)=O